C(CCCCCCC)SCCO 2-(octylthio)ethanol